C(N)(=O)[C@H]1N2C(N([C@H](CC1)C2)OS(=O)(=O)OCC(C(=O)OCC)(C(=O)OCC)C)=O diethyl 2-((((((1R,2S,5R)-2-carbamoyl-7-oxo-1,6-diazabicyclo[3.2.1]octan-6-yl)oxy)sulfonyl)oxy)methyl)-2-methylmalonate